8-Acetyl-2-ethylsulfanyl-6-fluoro-3-methyl-chromen-4-one C(C)(=O)C=1C=C(C=C2C(C(=C(OC12)SCC)C)=O)F